C1=CC=CC=2C3=CC=CC=C3C(C12)COC(NCC1=C(C=CC=C1C1=CC(=CC=C1)C=O)Cl)=O N-[[2-chloro-6-(3-formylphenyl)phenyl]methyl]carbamic acid 9H-fluoren-9-ylmethyl ester